COC(C(CCC1=NC2=C(N1C)C=C(C(=C2)OCC)NC(=O)OC(C)(C)C)(C)C)=O 4-(6-((tert-butoxycarbonyl)amino)-5-ethoxy-1-methyl-1H-benzo[d]Imidazol-2-yl)-2,2-dimethylbutanoic acid methyl ester